FC1(CC(N(CC1)C(=O)OC(C)(C)C)C=O)F tert-butyl 4,4-difluoro-2-formylpiperidine-1-carboxylate